1-(4-(2,6-dimethylmorpholino)indolin-1-yl)-2-((5-(3-ethyl-1,2,4-thiadiazol-5-yl)-2-methylphenyl)amino)ethan-1-one CC1OC(CN(C1)C1=C2CCN(C2=CC=C1)C(CNC1=C(C=CC(=C1)C1=NC(=NS1)CC)C)=O)C